C(CC)OC(NC1=C(C=C(C=C1)NCC1=CC=C(C=C1)SC)Br)=O [2-Bromo-4-(4-methylsulfanyl-benzylamino)-phenyl]-carbamic acid propyl ester